O1CCN(CC1)CCCNC(=O)OC(C(=O)OCCCCCCCOC(CCCCCCCCCCC)=O)C(=O)OCCCCCCCOC(CCCCCCCCCCC)=O Bis(7-(dodecanoyloxy)heptyl) 2-(((3-morpholinopropyl)carbamoyl)oxy)malonate